(1S)-1-(pyridin-2-yl)ethan-1-amine hydrochloride Cl.N1=C(C=CC=C1)[C@H](C)N